C(C)(C)(C)C=1C=C(CC2=C(C(=C(C(=C2C)C)CC2=CC(=C(C(=C2)C(C)(C)C)O)C(C)(C)C)C)C)C=C(C1O)C(C)(C)C 1,4-bis(3,5-di-tert-butyl-4-hydroxy-benzyl)-2,3,5,6-tetramethylbenzene